C1(CCCCC1)C1(CC=C(C=C1)C1=CC=CC=C1)C1CCCCC1 4',4'-biscyclohexylbiphenyl